FC(C(CC(=O)Cl)(C)C)(F)F 4,4,4-Trifluoro-3,3-dimethyl-butanoyl chloride